C(C)(C)(C)OC(=O)C1C2(CNN2)CCC1 Diazaspiro[3.4]octane-5-carboxylic acid tert-butyl ester